2-(3-methylisoxazol-5-yl)-N-(5-((1R,3S)-3-((5-methylpyridin-3-yl)oxy)cyclopentyl)-1H-pyrazol-3-yl)acetamide CC1=NOC(=C1)CC(=O)NC1=NNC(=C1)[C@H]1C[C@H](CC1)OC=1C=NC=C(C1)C